1-[7-(3-chloro-1-isopropyl-1H-indazol-5-ylmethoxy)-2H-chromen-3-ylmethyl]-piperidine-4-carboxylic acid ClC1=NN(C2=CC=C(C=C12)COC1=CC=C2C=C(COC2=C1)CN1CCC(CC1)C(=O)O)C(C)C